(E)-3-(3,4-dihydroxy-2-methoxyphenyl)-1-(4-hydroxyphenyl)prop-2-en-1-one OC=1C(=C(C=CC1O)/C=C/C(=O)C1=CC=C(C=C1)O)OC